C1(CCCC1)N1C(C=C(C2=C1N=C(N=C2)NC=2C=C1C=NNC1=C(C2)F)C)=O 8-Cyclopentyl-2-((7-fluoro-1H-indazol-5-yl)amino)-5-methylpyrido[2,3-d]pyrimidin-7(8H)-one